4,7-bis(pyridine-3-ylethynyl)benzo[c][1,2,5]thiadiazole N1=CC(=CC=C1)C#CC1=CC=C(C2=NSN=C21)C#CC=2C=NC=CC2